BrC=1C(=NC=C(C1)F)C1CC1 3-bromo-2-cyclopropyl-5-fluoropyridine